C(C1=CC=CC=C1)OC=1C=CC2=C(C(=C(O2)C)C(=O)N2CC(CCC2)N(C)C)C1 (5-(benzyloxy)-2-methylbenzofuran-3-yl)(3-(dimethylamino)piperidin-1-yl)methanone